1-(tert-butyl) 2-ethyl (2S,4R)-4-((2-(benzyloxy)-2-oxoethoxy)methyl)-4-fluoropyrrolidine-1,2-dicarboxylate C(C1=CC=CC=C1)OC(COC[C@]1(C[C@H](N(C1)C(=O)OC(C)(C)C)C(=O)OCC)F)=O